N[C@@H](C(=O)O)CNC(=O)C1=CC2=NC=C(C(=C2S1)C)F (R)-2-amino-3-[(6-fluoro-7-methyl-thieno[3,2-b]pyridine-2-carbonyl)amino]propionic acid